OC1=C(C=C(C=C1)NC(C1=CC=C(C=C1)C=1C=NN(C1)C)=O)NS(=O)(=O)C N-(4-hydroxy-3-(methylsulfonylamino)phenyl)-4-(1-methyl-1H-pyrazol-4-yl)benzamide